P(=O)(O)(O)O.NC=1SC2=C(N1)C=CC=C2.NC=2SC1=C(N2)C=CC=C1 di(amino-benzothiazole) phosphate